O1[C@@H]2CN([C@H](C3=C1C=CC=C3)C2)C(=O)C23CC1CC(CC(C2)C1)C3 [(2S,5S)-2,3-dihydro-2,5-methano-1,4-benzoxazepin-4(5H)-yl][(3R,5R,7R)-tricyclo[3.3.1.1~3,7~]decan-1-yl]methanone